Rel-N-(6-amino-5-ethyl-3-pyridyl)-2-[(2S,5R)-5-methyl-2-[2-(trifluoromethyl)-1,3-benzothiazol-5-yl]-1-piperidyl]-2-oxo-acetamide NC1=C(C=C(C=N1)NC(C(=O)N1[C@@H](CC[C@H](C1)C)C=1C=CC2=C(N=C(S2)C(F)(F)F)C1)=O)CC |o1:12,15|